2-(2-bromo-5-chlorophenyl)-N-(6-(((6-cyclopropylimidazo[1,2-a]pyridin-2-yl)methyl)amino)pyrimidin-4-yl)acetamide BrC1=C(C=C(C=C1)Cl)CC(=O)NC1=NC=NC(=C1)NCC=1N=C2N(C=C(C=C2)C2CC2)C1